C(#C)C1=CC(=CC=C1)F 1-ethynyl-3-fluorobenzene